2-((4-chloropyridin-3-yl)oxy)-1-(4-(5-(trifluoromethyl)-1,2,4-oxadiazol-3-yl)phenyl)ethan-1-one ClC1=C(C=NC=C1)OCC(=O)C1=CC=C(C=C1)C1=NOC(=N1)C(F)(F)F